CC12C3=NC=4C(N=C3C(CC1)C2(C)C)=C(N=NC4N)N 6,11,11-trimethyl-6,7,8,9-tetrahydro-6,9-methanopyridazino[4,5-b]quinoxaline-1,4-diamine